C(#C)C=1SC=C(N1)NC(=O)NCC1=CC=C(C=C1)N1CCCC1 1-(2-ethynylthiazol-4-yl)-3-(4-(pyrrolidin-1-yl)benzyl)urea